Methyl 4-(2-(1H-imidazol-2-yl)ethoxy)-3-bromobenzoate N1C(=NC=C1)CCOC1=C(C=C(C(=O)OC)C=C1)Br